N-(4-((3-(Cyclopentylsulfonyl)-4-methylphenyl)amino)-5-(6-azaspiro[2.5]octan-6-yl)quinazolin-7-yl)-2-hydroxyethane-1-sulfonamide C1(CCCC1)S(=O)(=O)C=1C=C(C=CC1C)NC1=NC=NC2=CC(=CC(=C12)N1CCC2(CC2)CC1)NS(=O)(=O)CCO